F[C@H]1C=2C(CN(C1)C)=NNC2C=2C=1N(C=CC2)C(=C(N1)C#CCNC1=C(C=C(C=C1)S(=O)(=O)C)OC)CC(F)(F)F (S)-N-(3-(8-(4-fluoro-6-methyl-4,5,6,7-tetrahydro-2H-pyrazolo[3,4-c]pyridin-3-yl)-3-(2,2,2-trifluoroethyl)imidazo[1,2-a]pyridin-2-yl)prop-2-yn-1-yl)-2-methoxy-4-(methylsulfonyl)aniline